BrC1=C2C[C@@H](N(CC2=CC=C1)C(=O)OC(C)(C)C)C(=O)OC |r| racemic-2-tert-butyl 3-methyl 5-bromo-3,4-dihydroisoquinoline-2,3(1H)-dicarboxylate